tert-butyl N-[(4-[[(tert-butyldimethylsilyl)amino] ([[(1,2,3,5,6,7-hexahydro-s-indacen-4-yl)carbamoyl]imino])oxo-λ6-sulfanyl]phenyl)methyl]-N-methylcarbamate [Si](C)(C)(C(C)(C)C)NS(C1=CC=C(C=C1)CN(C(OC(C)(C)C)=O)C)(=O)=NC(NC1=C2CCCC2=CC=2CCCC12)=O